ClC1=NC=C(C(=N1)Cl)C(C)OCC 2,4-dichloro-5-(1-ethoxyethyl)pyrimidine